(P)-1-(4-bromo-5-fluoro-2-methoxyphenyl)-N-(2,4-dimethoxybenzyl)-N-(isoxazol-3-yl)-2-oxo-1,2-dihydroquinoline-6-sulfonamide BrC1=CC(=C(C=C1F)N1C(C=CC2=CC(=CC=C12)S(=O)(=O)N(C1=NOC=C1)CC1=C(C=C(C=C1)OC)OC)=O)OC